4-chloro-1-(1-(1-isobutyrylpiperidin-4-yl)ethyl)-N-(3-methyl-5-(phenylethynyl)pyridin-2-yl)-1H-pyrazole-5-carboxamide ClC=1C=NN(C1C(=O)NC1=NC=C(C=C1C)C#CC1=CC=CC=C1)C(C)C1CCN(CC1)C(C(C)C)=O